4-((2R)-1-(4-((1-acetyl-3-fluoropiperidin-4-yl)oxy)phenyl)pyrrolidin-2-yl)thiazol C(C)(=O)N1CC(C(CC1)OC1=CC=C(C=C1)N1[C@H](CCC1)C=1N=CSC1)F